1,3-bis(4-bromobenzyl)urea BrC1=CC=C(CNC(=O)NCC2=CC=C(C=C2)Br)C=C1